8-fluoro-2,3,4,5-tetrahydro-1H-benzofuro[2,3-c]azepine FC1=CC2=C(C=C1)C1=C(CNCCC1)O2